2-(4-(tert-butyl)cyclohexyl)-N-((2-(2,6-dioxopiperidin-3-yl)-1-oxoisoindolin-4-yl)methyl)-2-oxoacetamide C(C)(C)(C)C1CCC(CC1)C(C(=O)NCC1=C2CN(C(C2=CC=C1)=O)C1C(NC(CC1)=O)=O)=O